BrC1=CC(=CC=2C=3N(C(=NC12)N1CC2(COC2)C1)C=C(N3)C(F)(F)F)C 6-(7-bromo-9-methyl-2-(trifluoromethyl)imidazo[1,2-c]quinazolin-5-yl)-2-oxa-6-azaspiro[3.3]heptane